N[C@@H](CCCCNC(CCOCCOCCOCCOC)=O)C(=O)O (S)-20-amino-14-oxo-2,5,8,11-tetraoxa-15-azahenicosane-21-oic acid